C(#N)C1=CC(=C(COC2=CC=CC(=N2)N2CCN([C@@H]3CC[C@@H]23)CC2=NC3=C(N2C[C@H]2OCC2)C=C(C(=C3)F)C(=O)O)C=C1)F |o1:18,21| 2-(((1R*,6R*)-5-(6-((4-Cyano-2-fluorobenzyl)oxy)pyridin-2-yl)-2,5-diazabicyclo[4.2.0]octan-2-yl)methyl)-5-fluoro-1-(((S)-oxetan-2-yl)methyl)-1H-benzo[d]imidazole-6-carboxylic acid